2-azaspiro[4.5]dec-2-en-1-amine C1(N=CCC12CCCCC2)N